C(CC)NCCCCCCN N-propylhexane-1,6-diamine